(2-(5-cyclopropyl-3-(3,5-dichloropyridin-4-yl)isoxazol-4-yl)-7-azaspiro[3.5]non-1-en-7-yl)-4-(trifluoromethyl)quinoline-2-carboxylic acid ethyl ester C(C)OC(=O)C1=NC2=CC=CC=C2C(=C1N1CCC2(CC(=C2)C=2C(=NOC2C2CC2)C2=C(C=NC=C2Cl)Cl)CC1)C(F)(F)F